2,6-dimethylphenyl bromide CC1=C(C(=CC=C1)C)Br